1-(5-tert-butyl-isoxazol-3-yl)-3-{4-[5-(3-methyl-oxetan-3-ylmethoxy)-benzoimidazol-1-yl]-phenyl}-urea C(C)(C)(C)C1=CC(=NO1)NC(=O)NC1=CC=C(C=C1)N1C=NC2=C1C=CC(=C2)OCC2(COC2)C